C(C1=CC=CC=C1)OC(=O)NN1CCN(CC1)CCCCC(=O)O 5-(4-(((benzyloxy)carbonyl)amino)piperazin-1-yl)pentanoic acid